COC1=CC(=CC2=C1O[C@H]([C@@H]2CO)C3=CC(=C(C=C3)O)OC)CCCO The molecule is a member of 1-benzofurans, a member of guaiacols, a guaiacyl lignin and a primary alcohol. It is an enantiomer of a (2S,3R)-dihydrodehydrodiconiferyl alcohol.